C(C)(C)C1=C(C=CC=C1)N1C(SCC1=O)=NN=CC1=CC=C(C=C1)C1=NN(C(=N1)OC1=CC=C(C=C1)C(F)(F)F)C 3-(2-Isopropylphenyl)-2-[(4-{1-methyl-5-[4-(trifluoromethyl)phenoxy]-1H-1,2,4-triazol-3-yl}benzyliden)hydrazono]-1,3-thiazolidin-4-on